OC1=C(C=CC=C1C1=CC(=NO1)N1CCNCC1)C1=CC=C(C=C1)NC(=O)NC 1-(2'-hydroxy-3'-(3-(piperazin-1-yl)isoxazol-5-yl)-[1,1'-biphenyl]-4-yl)-3-methylurea